ClC(C(C(C(C(C(C(C(OC(C(S(=O)(=O)[O-])(F)F)(F)F)(F)F)(F)F)(F)F)(F)F)(F)F)(F)F)(F)F)(F)F 11-Chloroeicosafluoro-3-oxaundecane-1-sulfonate